[5-[3-amino-5-[4-(trifluoromethyl)phenyl]sulfonyl-2-pyridyl]-1,3,4-thiadiazol-2-yl]methanol NC=1C(=NC=C(C1)S(=O)(=O)C1=CC=C(C=C1)C(F)(F)F)C1=NN=C(S1)CO